C(C)OC1=C(C(=C(OCSC2=NOC(C2)(C)C)C(=C1F)F)F)F (((4-(ethoxy)-2,3,5,6-tetrafluorophenoxy)methyl)thio)-5,5-dimethyl-4,5-dihydroisoxazole